3-(((5-chloropyrido[2,3-d]pyridazin-8-yl)amino)methyl)tetrahydrofuran-3-ol ClC1=C2C(=C(N=N1)NCC1(COCC1)O)N=CC=C2